4-[[4-[[(1S)-2-hydroxy-1-phenyl-ethyl]amino]-5-(5-methyl-1H-1,2,4-triazol-3-yl)pyrimidin-2-yl]amino]-N,2-dimethyl-benzamide OC[C@H](C1=CC=CC=C1)NC1=NC(=NC=C1C1=NNC(=N1)C)NC1=CC(=C(C(=O)NC)C=C1)C